Tert-butyl-N-[4-[1,4-dimethyl-5-[methyl-[4-(trifluoromethyl)benzoyl] amino]pyrazol-3-yl]phenyl]carbamate C(C)(C)(C)OC(NC1=CC=C(C=C1)C1=NN(C(=C1C)N(C(C1=CC=C(C=C1)C(F)(F)F)=O)C)C)=O